C(=O)C1=CC=C(C(=O)NC2=NN(C=C2)C)C=C1 4-formyl-N-(1-methyl-1H-pyrazol-3-yl)benzamide